C(C1=CC=CC=C1)(=O)C=1C=C(C=CC1)C(N=C(N)N)C1=CC=CC=C1 2-(3-benzoylphenylphenylmethyl)guanidine